ClC=1C=C(C=CC1Cl)C(C=1NC(=C(N1)S(=O)(=N)C)C)NC1=NC(=C(C#N)C=C1)C 6-(((3,4-dichlorophenyl)(5-methyl-4-(S-methylsulfonimidoyl)-1H-imidazol-2-yl)methyl)amino)-2-methylnicotinonitrile